N-(2,4-difluorobenzyl)-2-(2-((3-methyl-1H-pyrazol-5-yl)amino)-5,6-dihydro-1,7-naphthyridin-7(8H)-yl)-2-oxoacetamide FC1=C(CNC(C(=O)N2CCC=3C=CC(=NC3C2)NC2=CC(=NN2)C)=O)C=CC(=C1)F